(±)-3-[2-[4-(6-fluoro-1,2-benzisoxazol-3-yl)-1-piperidinyl] ethyl]-6,7,8,9-tetrahydro-2-methyl-4-oxo-4H-pyrido[1,2-a]pyrimidin-9-yl hexadecanoate C(CCCCCCCCCCCCCCC)(=O)O[C@@H]1CCCN2C1=NC(=C(C2=O)CCN2CCC(CC2)C2=NOC1=C2C=CC(=C1)F)C |r|